6-bromo-4-ethoxy-3-iodo-2-methylindazole BrC=1C=C(C2=C(N(N=C2C1)C)I)OCC